ClC(C1=NC(=NC(=N1)C(Cl)(Cl)Cl)C1=CC=C(C=C1)SCCC(=O)O)(Cl)Cl 3-{4-[2,4-bis(trichloromethyl)-s-triazine-6-yl]phenylthio}propionic acid